[P].S1C=NC=C1 thiazole phosphorus